4-isopropyl-N-(1-isopropylpiperidin-4-yl)-5-(2-methylpyridin-4-yl)-1H-pyrazole-3-carboxamide C(C)(C)C=1C(=NNC1C1=CC(=NC=C1)C)C(=O)NC1CCN(CC1)C(C)C